(E)-N-((tert-butoxycarbonyl)oxy)benzimidoyl cyanide C(C)(C)(C)OC(=O)O/N=C(\C1=CC=CC=C1)/C#N